F[C@@]1([C@@H](C1)F)C=1C=C2C(=CC1)C(N(CC21CC1)CC(=O)NC1=NC=C(C=N1)F)=O 2-[6-[(1r,2r)-1,2-difluorocyclopropyl]-1-oxospiro[3H-isoquinoline-4,1'-cyclopropane]-2-yl]-N-(5-fluoropyrimidin-2-yl)acetamide